5-cyclopropyl-3-(2,6-dichlorophenyl)isoxazole-4-carboxylic acid (1R,4R,5S)-2-(4-fluoro-6-(methoxycarbonyl) benzo[d]thiazol-2-yl)-2-azabicyclo[2.2.1]heptane-5-yl ester FC1=CC(=CC2=C1N=C(S2)N2[C@H]1C[C@@H]([C@@H](C2)C1)OC(=O)C=1C(=NOC1C1CC1)C1=C(C=CC=C1Cl)Cl)C(=O)OC